N-[3-[ethyl-(2-fluorobenzoyl)amino]phenyl]-N-methyl-1H-imidazole-5-carboxamide C(C)N(C=1C=C(C=CC1)N(C(=O)C1=CN=CN1)C)C(C1=C(C=CC=C1)F)=O